C[Si]1(CCN(CC1)C1=C(C(=O)NC2=CC(=CC=C2)C2(N=N2)C(F)(F)F)C=CC(=C1)NS(=O)(=O)CCO)C 2-(4,4-dimethyl-1,4-azasilinan-1-yl)-4-((2-hydroxyethyl)sulfonamido)-N-(3-(3-(trifluoromethyl)-3H-diazirin-3-yl)phenyl)benzamide